The molecule is a tetrahydrofuranone. It has a role as a mouse metabolite. It derives from an ascorbic acid. It is a conjugate acid of a dehydroascorbide(1-). C(C(C1C(=O)C(=O)C(=O)O1)O)O